CC(C=CCCCCCC)=S Dec-3-en-2-thione